5-(benzyloxy)-2-(2-chlorophenyl)-3-fluoro-1H-indole C(C1=CC=CC=C1)OC=1C=C2C(=C(NC2=CC1)C1=C(C=CC=C1)Cl)F